ClC=1C=CC(=C(C1)C1=CC(N(C=C1OC)C(C(=O)NC=1C=C2C=NN(C2=CC1)C(F)F)F)=O)N1N=NC(=C1)Cl 2-(4-(5-chloro-2-(4-chloro-1H-1,2,3-triazol-1-yl)phenyl)-5-methoxy-2-oxopyridin-1(2H)-yl)-N-(1-(difluoromethyl)-1H-indazol-5-yl)-2-fluoroacetamide